N-(1-(tert-butyl)-5,7-difluoro-1H-benzo[d]imidazol-2-yl)-2-(1-(trifluoromethyl)cyclopropyl)acetamide C(C)(C)(C)N1C(=NC2=C1C(=CC(=C2)F)F)NC(CC2(CC2)C(F)(F)F)=O